2-3-methylpyrazin-2-ylmethyl-isoindoline-1,3-dione CC=1C(=NC=CN1)CN1C(C2=CC=CC=C2C1=O)=O